2-amino-N-(3,4-dihydroxyphenylethyl)acetamide NCC(=O)NCCC1=CC(=C(C=C1)O)O